(3S)-4-(tert-butoxy)-4-oxo-3-(((((3R,4S,5S,6S)-3,4,5-triacetoxy-6-(methoxycarbonyl)tetrahydro-2H-pyran-2-yl)oxy)carbonyl)amino)butanoic acid C(C)(C)(C)OC([C@H](CC(=O)O)NC(=O)OC1O[C@@H]([C@H]([C@@H]([C@H]1OC(C)=O)OC(C)=O)OC(C)=O)C(=O)OC)=O